C(C1=CC=CC=C1)O[C@H](CO)COCCCCCCCCCCCCCCCC (R)-2-(benzyloxy)-3-(hexadecyloxy)propan-1-ol